ClC=1C=CC(=C(C(=O)NC2=C(C=C(C=C2)S(N[C@H](C)C2CCN(CC2)C)(=O)=O)C)C1)C (R)-5-chloro-2-methyl-N-(2-methyl-4-(N-(1-(1-methyl-piperidin-4-yl)ethyl)sulfamoyl)phenyl)benzamide